ClC=1C=C(C=C(C1OC=1C=C2C3(C(NC2=CC1)=O)CCC3)Cl)C3=NOC(N3)=O 3-(3,5-dichloro-4-((2'-oxospiro[cyclobutane-1,3'-indoline]-5'-yl)oxy)phenyl)-1,2,4-oxadiazol-5(4H)-one